The molecule is the chloride salt of carpronium. It is a hair growth stimulant used for the treatment of alopecia. It has a role as a muscarinic agonist and a vasodilator agent. It is a chloride salt, a quaternary ammonium salt and a methyl ester. It contains a carpronium. C[N+](C)(C)CCCC(=O)OC.[Cl-]